ClC=1C=C2C(=CN=C(C2=CN1)N1C(CC1)C)CC(CO)(CO)C 2-((6-chloro-1-(2-methylazetidin-1-yl)-2,7-naphthyridin-4-yl)methyl)-2-methylpropane-1,3-diol